5-[2-methyl-5-[[(1S,5R,7s)-3-oxa-9-azabicyclo[3.3.1]nonan-7-yl]oxy]-4-pyridyl]-N-(5-methylpyrazin-2-yl)pyrazolo[1,5-a]pyridin-2-amine CC1=NC=C(C(=C1)C1=CC=2N(C=C1)N=C(C2)NC2=NC=C(N=C2)C)OC2C[C@@H]1COC[C@H](C2)N1